triethyl-silylether C(C)[Si](CC)(CC)O[Si](CC)(CC)CC